CN1C(N(C=2C1=NC=C(C2)C2=C(C(=CC=C2)C(F)(F)F)C)C[C@@H]2OCC2)=O |r| (R/S)-3-Methyl-6-[2-methyl-3-(trifluoromethyl)phenyl]-1-(oxetan-2-ylmethyl)imidazo[4,5-b]pyridin-2-on